2-chloro-N-[[1-(6-chloro-3-pyridyl)cyclopropyl]methyl]-5-(3-cyclopropyl-phenoxy)pyridine-4-carboxamide ClC1=NC=C(C(=C1)C(=O)NCC1(CC1)C=1C=NC(=CC1)Cl)OC1=CC(=CC=C1)C1CC1